tert-butyl (2R,5S)-4-(2-(7-(4-fluorobenzyl)-3-methyl-2,3-dihydro-1H-pyrido[2,3-b][1,4]oxazin-1-yl)-2-oxoethyl)-2-methyl-5-(((R)-3-methylmorpholino)methyl)piperazine-1-carboxylate FC1=CC=C(CC2=CC3=C(OC(CN3C(CN3C[C@H](N(C[C@@H]3CN3[C@@H](COCC3)C)C(=O)OC(C)(C)C)C)=O)C)N=C2)C=C1